1,2-dimethyl-4-piperidone CN1C(CC(CC1)=O)C